OC1NC(NC1O)=O 4,5-dihydroxyimidazolidine-2-one